(S)-(4-(5,6-difluorobenzo[d]oxazol-2-yl)-6,7-dihydro-1H-imidazo[4,5-c]pyridin-5(4H)-yl)(4-(difluoromethyl)oxazol-5-yl)methanone FC=1C(=CC2=C(N=C(O2)[C@H]2N(CCC3=C2N=CN3)C(=O)C3=C(N=CO3)C(F)F)C1)F